O1C(CCC1)C1=CC=NC=2N1N=CC2 7-tetrahydrofuran-2-ylpyrazolo[1,5-a]pyrimidine